Boc-3,5-difluoro-L-phenylalanine C(=O)(OC(C)(C)C)N[C@@H](CC1=CC(=CC(=C1)F)F)C(=O)O